C1(CC1)N(C1=CC(=C(C(=O)OC)C(=C1)F)F)[C@@H](C(F)(F)F)CC methyl (R)-4-(cyclopropyl (1,1,1-trifluorobutan-2-yl) amino)-2,6-difluorobenzoate